S1C(=NC=C1)C(C)=O 1-(1,3-thiazol-2-yl)ethan-1-one